(4aS,11aR,12aS)-3-(N-Acetylcarbamoyl)-10-(dimethylamino)-4a,5,7-trihydroxy-4,6-dioxo-1,4a,11,11a,12,12a-hexahydro-2-naphthacenyl acetate C(C)(=O)OC=1C[C@@H]2C[C@@H]3CC4=C(C=CC(=C4C(C3=C([C@@]2(C(C1C(NC(C)=O)=O)=O)O)O)=O)O)N(C)C